O[C@@H](CC(=O)[O-])CCC R-3-hydroxyhexanoat